4-((2R,3R,4S,5R)-3-(3,4-difluoro-2-(methoxy-d3)phenyl)-4,5-dimethyl-5-(trifluoromethyl)tetrahydrofuran-2-carboxamido)picolinamide FC=1C(=C(C=CC1F)[C@@H]1[C@@H](O[C@]([C@H]1C)(C(F)(F)F)C)C(=O)NC1=CC(=NC=C1)C(=O)N)OC([2H])([2H])[2H]